NC1=C(C(=NN1[C@H](C(F)(F)F)C)C1=CC=C(C=C1)CN)C(=O)N 5-amino-3-[4-(aminomethyl)phenyl]-1-[(1S)-2,2,2-trifluoro-1-methyl-ethyl]pyrazole-4-carboxamide